C(C)(C)(C)OC(=O)N1CC(C1)I.C(C1=CC=CC=C1)OC1=NC=NC(=C1OCC1=CC=CC=C1)CI 4,5-Dibenzyloxy-6-(iodomethyl)pyrimidine t-butyl-3-iodoazetidine-1-carboxylate